ClC=1C(=C(CNC(CN[C@H]2COCC2)=O)C=CC1)F (R)-N-(3-chloro-2-fluorobenzyl)-2-((tetrahydrofuran-3-yl)amino)acetamide